N-(2-(1-(4-((6-amino-2-butoxy-8-oxo-7H-purin-9(8H)-yl)methyl)benzyl)piperidin-4-yl)ethyl)pivalamide NC1=C2NC(N(C2=NC(=N1)OCCCC)CC1=CC=C(CN2CCC(CC2)CCNC(C(C)(C)C)=O)C=C1)=O